C(C)N(C=1SC(=C(N1)C1=CC=C(C=C1)F)C#N)C=1N(N=C2C(=CC(=CC12)N1CC(NCC1)C(F)(F)F)F)CC 2-(ethyl(2-ethyl-7-fluoro-5-(3-(trifluoromethyl)piperazin-1-yl)-2H-indazol-3-yl)amino)-4-(4-fluorophenyl)thiazole-5-carbonitrile